Cl(=O)(=O)(=O)O.Cl(=O)(=O)(=O)O.N12CCN(CC1)C2 1,4-Diazabicyclo[2.2.1]heptane diperchlorate